di-tert-butyl 2,2'-((ethane-1,2-diylbis(oxy))bis(3,1-phenylene))diacetate C(COC=1C=C(C=CC1)CC(=O)OC(C)(C)C)OC=1C=C(C=CC1)CC(=O)OC(C)(C)C